N1(C=NC=C1)C=1C=CC(=C(C1)O)C=1SC(=NN1)N(C)[C@H]1C[C@@H]2C[C@H]([C@H](C1)N2C)OC 5-(1H-imidazol-1-yl)-2-(5-(((1R,3S,5S,6R)-6-methoxy-8-methyl-8-azabicyclo[3.2.1]octan-3-yl)(methyl)amino)-1,3,4-thiadiazol-2-yl)phenol